(piperazin-1-yl)ethan-1-one N1(CCNCC1)C(C)=O